6-(2-methylpyridin-4-yl)-N-(4-(2-methylpyridin-4-yl)benzyl)-2,7-naphthyridin-1-amine CC1=NC=CC(=C1)C=1C=C2C=CN=C(C2=CN1)NCC1=CC=C(C=C1)C1=CC(=NC=C1)C